FC1=C(C=CC=C1)C1=CC=C(C=C1)CCCC(=O)NC1COC1 4-(2'-fluoro-[1,1'-biphenyl]-4-yl)-N-(oxetan-3-yl)butanamide